C(C)(C)(C)C1=C(O)C=C(C(=C1)O)C(C)(C)C 2,5-di(tert-butyl)hydroquinone